C1(CC1)C=1N=C(C2=C(N1)C(=CS2)C(F)(F)F)N[C@H](CN2CCN(CC2)S(=O)(=O)C2=C(N=C(S2)NC(OC)=O)C)C methyl N-[5-({4-[(2S)-2-{[2-cyclopropyl-7-(trifluoromethyl)thieno[3,2-d]pyrimidin-4-yl]amino}propyl]piperazin-1-yl}sulfonyl)-4-methyl-1,3-thiazol-2-yl]carbamate